3-{3-[6-(morpholin-4-yl)pyridin-3-yl]-1,2-oxazol-5-yl}-1H-indazole N1(CCOCC1)C1=CC=C(C=N1)C1=NOC(=C1)C1=NNC2=CC=CC=C12